(S)-9-fluoro-3-methyl-7-oxo-10-(((R)-pyrrolidin-3-yl)amino)-2,3-dihydro-7H-[1,4]oxazino[2,3,4-ij]quinoline-6-carboxylic acid FC=1C=C2C(C(=CN3C2=C(C1N[C@H]1CNCC1)OC[C@@H]3C)C(=O)O)=O